CNC=1N=CC(=C2C=C(N=CC12)NC(=O)C1CC1)C1=NN(C=C1)CC1=NC=CC=C1 N-(8-(methylamino)-5-(1-(pyridin-2-ylmethyl)-1H-pyrazol-3-yl)-2,7-naphthyridin-3-yl)cyclopropanecarboxamide